The molecule is a hydrochloride resulting from the reaction of 1,2,dimethylhydrazine with 2 mol eq. of hydrogen chloride. It contains a 1,2-dimethylhydrazine(2+). CNNC.Cl.Cl